ethyl 2-(((S)-3-(5-chloro-2-fluorophenyl)-3-(4-isopropylpiperazin-1-yl)propyl)(methyl)amino)-2-(3-methyl-2-((1r,4S)-4-(trifluoromethoxy)-cyclohexyl)phenyl)acetate ClC=1C=CC(=C(C1)[C@H](CCN(C(C(=O)OCC)C1=C(C(=CC=C1)C)C1CCC(CC1)OC(F)(F)F)C)N1CCN(CC1)C(C)C)F